aluminum-calcium water O.[Ca].[Al]